C(CCC)NC1=CC=C(C=C1)NC1=CC=CC=C1 N-butyl-N'-phenyl-p-phenylenediamine